2-(3,4-diethoxy-5-ethylsulfanylphenyl)ethanamine C(C)OC=1C=C(C=C(C1OCC)SCC)CCN